S1C=NC2=C1C=CC(=C2)N2N=CN=C2CN(C(OC(C)(C)C)=O)C tert-butyl N-{[1-(1,3-benzothiazol-5-yl)-1H-1,2,4-triazol-5-yl]methyl}-N-methylcarbamate